2-(but-2-yn-1-yl)-7-((2S,5R)-5-ethyl-2-methyl-4-(1-(2-methylbenzo[d]thiazol-6-yl)ethyl)piperazin-1-yl)-4-methyl-2,4-dihydro-5H-pyrazolo[4,3-b]pyridin-5-one C(C#CC)N1N=C2C(N(C(C=C2N2[C@H](CN([C@@H](C2)CC)C(C)C2=CC3=C(N=C(S3)C)C=C2)C)=O)C)=C1